2-[5,6-difluoro-2-[[6-methoxy-5-[2-(4-methylmorpholin-4-ium-4-yl)ethoxy]-1,3-benzothiazol-2-yl]methylcarbamoyl]indan-2-yl]acetate FC=1C=C2CC(CC2=CC1F)(C(NCC=1SC2=C(N1)C=C(C(=C2)OC)OCC[N+]2(CCOCC2)C)=O)CC(=O)[O-]